ethyl 2-((tert-butoxycarbonyl)amino)-3-(diethoxy-phosphoryl)propanoate C(C)(C)(C)OC(=O)NC(C(=O)OCC)CP(=O)(OCC)OCC